ClC1=C(C=O)C=CC(=C1)OC1=C(C=CC(=C1)F)OC 2-chloro-4-(5-fluoro-2-methoxyphenoxy)benzaldehyde